C(C)OC(CC1CN(C=C(C1)C1=CC=C(C=C1)[N+](=O)[O-])CC1=CC=C(C=C1)C(F)(F)F)=O 2-(5-(4-Nitrophenyl)-1-(4-(trifluoromethyl)benzyl)-1,2,3,4-tetrahydropyridin-3-yl)acetic acid ethyl ester